C(C1=CC=CC=C1)OC([C@H](NC(=O)OCC1C2=CC=CC=C2C2=CC=CC=C12)CCC(=O)O)=O N-Fmoc-D-Glutamic Acid-Benzyl Ester